3-{2-[(1-methylethyl)amino]Ethyl}azetidin-3-ol CC(C)NCCC1(CNC1)O